1-hydroxyl-2-naphthoic acid OC1=C(C=CC2=CC=CC=C12)C(=O)O